3-Amino-2-(3-hydroxy-benzyl)-propanoic acid NCC(C(=O)O)CC1=CC(=CC=C1)O